C(C)(C)(C)OC(=O)NCCN1CC2=C(CC1)C=C(S2)C(=O)O 6-(2-{[(tert-butoxy)carbonyl]-amino}ethyl)-4H,5H,6H,7H-thieno[2,3-c]pyridine-2-carboxylic acid